BrC1=CC(=C(C(=O)O)C=C1)C=O 4-bromo-2-formyl-benzoic acid